Cl.C(C)OC=O.NCC1=CC=CC=N1 6-(aminomethyl)pyridine ethyl-formate hydrochloride